3-(5-(Cyclohex-1-en-1-yl)-3-(4-(piperazin-1-ylmethyl)phenyl)-3H-imidazo[4,5-b]pyridin-2-yl)pyridin-2-amine C1(=CCCCC1)C1=CC=C2C(=N1)N(C(=N2)C=2C(=NC=CC2)N)C2=CC=C(C=C2)CN2CCNCC2